piperidin-4-yl (S)-6-diazo-2-((R)-2-methoxypropanamido)-5-oxohexanoate [N+](=[N-])=CC(CC[C@@H](C(=O)OC1CCNCC1)NC([C@@H](C)OC)=O)=O